4,6-diethyl-2,3,5-trimethylphenol C(C)C1=C(C(=C(C(=C1C)CC)O)C)C